C(C1=CC=CC=C1)N1CCN(CC1)CCCOC1=CC=C2C=C(C(OC2=C1)=NO)C(C)=O 7-[3-(4-benzyl-1-piperazinyl)propoxy]-3-acetylcoumarin oxime